C1(=CC(=CC=C1)C1=NC(=NO1)C1N(CCC1)C#N)C1=CC=CC=C1 2-(5-([1,1'-biphenyl]-3-yl)-1,2,4-oxadiazol-3-yl)pyrrolidine-1-carbonitrile